trans-3,7-dimethyl-2,6-octadiene-1-aldehyde CC(=CC=O)CCC=C(C)C